FC=1C=C(C=CC1NC(CCN1C(C2=C(C=3C=CC(=CC13)F)N(N=C2)C)=O)=O)B(O)O [3-fluoro-4-[3-(7-fluoro-1-methyl-4-oxo-pyrazolo[4,3-c]quinolin-5-yl)propanoylamino]phenyl]boronic acid